FC1=C2C=CN(C2=C(C=C1)C(=O)NC1CC2(CCC2)C1)CC1=CC2=CC=CC=C2C=C1 (Ra)-6-(4-Fluoro-1-(naphthalin-2-ylmethyl)-1H-indol-7-carboxamido)spiro[3.3]heptan